OC1=C(C=C(C=C1)C)N1N=C2C(=N1)C=CC=C2 2-(2'-Hydroxy-5'-methyl-phenyl)benzotriazol